tert-butyl 2-{[methoxy(methyl)carbamoyl]methyl}piperidine-1-carboxylate CON(C(=O)CC1N(CCCC1)C(=O)OC(C)(C)C)C